7-azabicyclo[3.3.0]Octane C12CCCC2CNC1